O=C1N=CNO1 5-oxo-1,2,4-oxadiazol